C1(CCC1)C=1C(=NN(C1NC(=O)C1CC(C1)(F)F)C)C1CC(C1)(F)F N-(4-cyclobutyl-3-(3,3-difluoro-cyclobutyl)-1-methyl-1H-pyrazol-5-yl)-3,3-difluorocyclobutane-1-carboxamide